2-(azidomethyl)pyrrolidine hydrochloride Cl.N(=[N+]=[N-])CC1NCCC1